2,3-epoxypropyl-o-tolyl ether C(CC)OC12C(C=CC=C1O2)C